tert-butyl (1R,4R)-5-(2-((4-chloro-3-(trifluoromethyl) phenyl) carbamoyl) benzofuran-4-yl)-2-azabicyclo[2.2.1]heptane-2-carboxylate ClC1=C(C=C(C=C1)NC(=O)C=1OC2=C(C1)C(=CC=C2)C2[C@@H]1CN([C@H](C2)C1)C(=O)OC(C)(C)C)C(F)(F)F